OCC1CCN(CC1)C=1SC2=C(N1)C=C(C(=C2)NC(=O)C=2N=C(OC2)C)C(=O)OC Methyl 2-[4-(hydroxymethyl)-1-piperidyl]-6-[(2-methyloxazole-4-carbonyl)amino]-1,3-benzothiazole-5-carboxylate